FC=1C=C2C(=CC=NC2=CC1)C1CCC(CC1)C1C(C1)N 2-(4-(6-Fluoroquinolin-4-yl)cyclohexyl)cyclopropane-1-amine